4-((5-Iodopyridin-2-yl)oxy)piperidine-1-carboxylic acid tert-butyl ester C(C)(C)(C)OC(=O)N1CCC(CC1)OC1=NC=C(C=C1)I